ethyl 1-benzyl-5-(3-bromophenyl)-1H-1,2,4-triazole-3-carboxylate C(C1=CC=CC=C1)N1N=C(N=C1C1=CC(=CC=C1)Br)C(=O)OCC